C(C1=CC=CC=C1)N1CC=2C(N=C3N(C2C(C1)(F)F)CCN3CC3=CC(=C(C=C3)F)Br)=O 7-benzyl-9,9-difluoro-3-(3-bromo-4-fluorobenzyl)-2,3,6,7,8,9-hexahydroimidazo[1,2-a]pyrido[3,4-e]pyrimidin-5(1H)-one